N-(3-(N-(4-bromophenyl)sulfamoyl)phenyl)-4-methylbenzamide BrC1=CC=C(C=C1)NS(=O)(=O)C=1C=C(C=CC1)NC(C1=CC=C(C=C1)C)=O